FC=1C=C(C=CC1C=1C=NC(=CC1)C=1N=NN(N1)CCC)N1C(O[C@H](C1)C(C)O)=O (R)-3-(3-fluoro-4-(6-(2-propyl-2H-tetrazol-5-yl)pyridin-3-yl)phenyl)-5-(1-hydroxyethyl)oxazolidin-2-one